ClC=1C=CC(=C(C1)C1=CC(=C(N=N1)S(=O)(=O)C)NC1=CC(=NC=C1)NC(CCN1CCN(CC1)C)=O)F N-(4-{[6-(5-chloro-2-fluorophenyl)-3-methanesulfonylpyridazin-4-yl]amino}pyridin-2-yl)-3-(4-methylpiperazin-1-yl)propanamide